C(N)(O[C@@H](CN1N=C(N=N1)C1=CC=C(C=C1)OC1=NC=C(C=C1)C1CC1)C(O)C(C)(C)C)=O (S)-(tert-butyl 1-(5-(4-((5-cyclopropylpyridin-2-yl) oxy) phenyl)-2H-tetrazol-2-yl)-3-hydroxypropan-2-yl) carbamate